(S)-4-((dimethylamino)methyl)-N'-(1,2,3,5,6,7-hexahydro-s-indacen-4-ylcarbamoyl)benzene-sulfonimidamide CN(C)CC1=CC=C(C=C1)[S@](=O)(N)=NC(NC1=C2CCCC2=CC=2CCCC12)=O